CC(CCC(C)NC1=CC=C(C=C1)NC1=NC(=NC(=N1)NC1=CC=C(C=C1)NC(C)CCC(C)C)NC1=CC=C(C=C1)NC(C)CCC(C)C)C N,N',N''-Tris{4-[(5-methyl-2-hexanyl)amino]phenyl}-1,3,5-triazine-2,4,6-triamine